Cl.COC=1C=C2C(N(N=C(C2=CC1OC)CC=1C=C(C=CC1)NS(=O)=O)C)=O N-(3-((6,7-dimethoxy-3-methyl-4-oxo-3,4-dihydro-phthalazin-1-yl)methyl)phenyl)sulfonamide hydrochloride